C(C=C)(=O)N1CCC(CC1)CNC1=NC=NC(=C1C1=CC=C(C(=O)NC2=CC=CC=C2)C=C1)N 4-(4-(((1-acryloylpiperidin-4-yl)methyl)amino)-6-aminopyrimidin-5-yl)-N-phenylbenzamide